(1S)-N-(7-chloro-6-(4-((3S,4S)-4-hydroxy-3-methyltetrahydrofuran-3-yl)piperazin-1-yl)isoquinolin-3-yl)spiro[2.3]hexane-1-carboxamide ClC1=C(C=C2C=C(N=CC2=C1)NC(=O)[C@H]1CC12CCC2)N2CCN(CC2)[C@]2(COC[C@H]2O)C